(3R,4S)-1-(6-(1-cyclopentyl-1H-pyrazol-4-yl)-3-fluoropyrazolo[1,5-a]pyrazin-4-yl)-3-cyclopropyl-4-methyl-2-oxopyrrolidine-3-carbonitrile C1(CCCC1)N1N=CC(=C1)C=1N=C(C=2N(C1)N=CC2F)N2C([C@]([C@@H](C2)C)(C#N)C2CC2)=O